2,6-diisocyanato-xylylene diisocyanate N(=C=O)C1(C(C(=CC=C1)N=C=O)CN=C=O)CN=C=O